CC1=NC=CC=C1C=1N=C(SC1)NC(=O)C=1C=NC(=CC1)N1CCOCC1 N-[4-(2-methyl-3-pyridyl)thiazol-2-yl]-6-morpholino-pyridine-3-carboxamide